C(C1=CC=CC=C1)(=O)OC1=CC(=CC2=C1OC(O2)(C2=CC=CC=C2)C2=CC=CC=C2)C(=O)OC2=CC(=CC1=C2OC(O1)(C1=CC=CC=C1)C1=CC=CC=C1)C(=O)OC1=CC(=CC=2OC(OC21)(C2=CC=CC=C2)C2=CC=CC=C2)C(=O)OC2=CC=CC=C2 6-(phenoxycarbonyl)-2,2-diphenylbenzo[d][1,3]dioxol-4-yl 7-((7-(benzoyloxy)-2,2-diphenylbenzo[d][1,3]dioxol-5-carbonyl) oxy)-2,2-diphenylbenzo[d][1,3]dioxol-5-carboxylate